(3R)-3-{[2-(1-methyl-1H-pyrazol-4-yl)-7-(propan-2-yl)[1,2,4]triazolo[1,5-c]quinazolin-5-yl]amino}azepin-2-one CN1N=CC(=C1)C1=NN2C(=NC=3C(=CC=CC3C2=N1)C(C)C)NC=1C(N=CC=CC1)=O